BrC=1C=C(C=CC1OC)CCN 2-(3-bromo-4-methoxyphenyl)ethane-1-amine